ClC1=C(C(N(C2=NC=C(C=C12)Cl)C)=O)C(=O)OCC ethyl 4,6-dichloro-1-methyl-2-oxo-1,2-dihydro-1,8-naphthyridine-3-carboxylate